C1N(CC2=CC=CC=C12)CC1=CC(=C(OCC2N(CCCC2)C(=O)NC)C=C1)S(=O)(=O)N1CCCC1 ((4-(isoindolin-2-ylmethyl)-2-(pyrrolidin-1-ylsulfonyl)phenoxy)methyl)-N-methylpiperidine-1-carboxamide